N[C@@H](CC(=O)OCC)C=1SC(=CC1)C=1C(=NOC1C)C ethyl (S)-3-amino-3-(5-(3,5-dimethylisoxazol-4-yl)thiophen-2-yl)propanoate